FC(C1=CC2=C(C(N3[C@@H](CO2)CNCC3)=O)N=C1)(F)F (R)-3-(trifluoromethyl)-6,6a,7,8,9,10-hexahydro-12H-pyrazino[2,1-c]pyrido[2,3-f][1,4]oxazepin-12-one